CC1=C(C=CC(=C1)C1=NC(=NC=C1)NC=1C=NN(C1)C)C(C)NC(OC(C)(C)C)=O tert-butyl (1-(2-methyl-4-(2-((1-methyl-1H-pyrazol-4-yl)amino)pyrimidin-4-yl)phenyl)ethyl)carbamate